5-chloro-4-(2-oxa-7-azaspiro[3.4]octan-7-yl)-2-(4-pyridinyl)-1H-pyrimidin-6-one ClC1=C(N=C(NC1=O)C1=CC=NC=C1)N1CCC2(COC2)C1